3-ethyl-3-(4-acryloyloxybutyl-oxymethyl)oxetane C(C)C1(COC1)COCCCCOC(C=C)=O